8-(5-methoxy-1H-benzo[d][1,2,3]triazol-1-yl)-1,3,4,5-tetrahydro-2H-benzo[c]azepine-2-sulfonamide COC1=CC2=C(N(N=N2)C=2C=CC3=C(CN(CCC3)S(=O)(=O)N)C2)C=C1